C(C)OC1=CC(=NC=C1C#N)[C@H](C)N1C(C2=CC(=CC(=C2CC1)C=1C=C2C(=NC1C)N=CO2)CCN(C)CC)=O (S)-4-ethoxy-6-(1-(7-(2-(ethyl(methyl)amino)ethyl)-5-(5-methyloxazolo[4,5-b]pyridin-6-yl)-1-oxo-3,4-dihydroisoquinolin-2(1H)-yl)ethyl)nicotinonitrile